C(CCCCCC=C)[SiH](C)C 7-octenyldimethylsilane